1-methoxy-3,5-dimercaptotriazine CON1NN(CC(=C1)S)S